3-bromo-N-(1-((2-chlorophenyl)carbamoyl)cyclopropyl)-1-(3-chloropyridin-2-yl)-1H-pyrazole-5-carboxamide BrC1=NN(C(=C1)C(=O)NC1(CC1)C(NC1=C(C=CC=C1)Cl)=O)C1=NC=CC=C1Cl